1,1'-(1,3-benzenedicarbonyl)-bis(2-methylaziridine) C1(=CC(=CC=C1)C(=O)N1C(C1)C)C(=O)N1C(C1)C